(S)-1-((S)-2-((4-(2-chloro-4-fluorophenyl)-1-oxo-1,2-dihydroisoquinolin-7-yl)oxy)propanoyl)piperidine-3-carboxylic acid ClC1=C(C=CC(=C1)F)C1=CNC(C2=CC(=CC=C12)O[C@H](C(=O)N1C[C@H](CCC1)C(=O)O)C)=O